[K].C1CCC2=C(C=3CCCC3C=C12)NC(=O)NS(=O)(=O)C1CN(C1)CC(F)(F)F N-((1,2,3,5,6,7-Hexahydro-s-indacen-4-yl)carbamoyl)-1-(2,2,2-trifluoroethyl)azetidine-3-sulfonamide, potassium salt